ClC1=CC=C(C=C1)[C@H](CC1=NOC(=N1)CN1C(N(C(=CC1=O)CC)C)=O)O (S)-3-((3-(2-(4-chlorophenyl)-2-hydroxyethyl)-1,2,4-oxadiazol-5-yl)methyl)-6-ethyl-1-methylpyrimidine-2,4(1H,3H)-dione